(E)-ethyl 3-(2-fluoro-4-nitrophenyl)acrylate FC1=C(C=CC(=C1)[N+](=O)[O-])/C=C/C(=O)OCC